methyl (1r,4R)-4-[(3-chlorophenyl)(trifluoroacetyl)amino]-2'-{(2R)-3-[(4-methoxyphenyl)methoxy]-2-methylpropyl}-6'-(2-methoxypropan-2-yl)spiro[cyclohexane-1,1'-indene]-4-carboxylate ClC=1C=C(C=CC1)N(C1(CCC2(C(=CC3=CC=C(C=C23)C(C)(C)OC)C[C@H](COCC2=CC=C(C=C2)OC)C)CC1)C(=O)OC)C(C(F)(F)F)=O